N[C@H](CC1=C(C2=C(N=C(N=C2NCC=2OC=CC2)Cl)N1)Br)C 6-[(2S)-2-aminopropyl]-5-bromo-2-chloro-N-[(furan-2-yl)methyl]-7H-pyrrolo[2,3-d]pyrimidin-4-amine